CC(C(C)=O)CCCCC 3-Methyl-2-octanone